BrCC1=CC=C(C=C1)C1=NOC(=N1)C1CCC(CC1)(F)F 3-[4-(bromomethyl)phenyl]-5-(4,4-difluorocyclohexyl)-1,2,4-oxadiazole